BrC=1C(=NN(C1)C)C(=O)N1CCN(CC1)CC(=O)C1=CC=C(C=C1)S(=O)(=O)C 2-[4-(4-Bromo-1-methyl-1H-pyrazole-3-carbonyl)-piperazin-1-yl]-1-(4-methanesulfonyl-phenyl)-ethanone